3-[(2E)-3,7-dimethylocta-2,6-dien-1-yl]-4-hydroxy-6-(pent-4-en-1-yl)-2-{[(3S,4R,5S,6S)-4,5,6-trihydroxyoxan-3-yl]methoxy}benzoic acid C\C(=C/CC=1C(=C(C(=O)O)C(=CC1O)CCCC=C)OC[C@H]1CO[C@@H]([C@H]([C@@H]1O)O)O)\CCC=C(C)C